CN[C@H](C(=O)O)CCS(=O)(=O)C (2S)-2-(Methylamino)-4-methylsulfonyl-butanoic acid